C[C@@H](C(=O)O)NCC(=O)O The molecule is an L-alanine derivative that is L-alanine in which one of the hydrogens of the amino group is replaced by a carboxymethyl group. It is a marine metabolite which acts as a fish attractant. It has a role as a marine metabolite and an animal metabolite. It is an amino dicarboxylic acid and a L-alanine derivative. It derives from an iminodiacetic acid.